butyl-2-formyl-5-butoxymethyl-1H-pyrrole C(CCC)N1C(=CC=C1COCCCC)C=O